7-{5-chloro-2-[(oxan-4-yl)amino]pyrimidin-4-yl}-1,2,3,4-tetrahydroisoquinolin-1-one ClC=1C(=NC(=NC1)NC1CCOCC1)C1=CC=C2CCNC(C2=C1)=O